5-Bromocytosin BrC=1C(=NC(NC1)=O)N